O=C(CCN1C(CC1)C=1C=C(C(NN1)=O)C(F)(F)F)N1CCN(CC1)C1=NC=C(C=N1)C(F)(F)F 6-(1-(3-oxo-3-(4-(5-(trifluoromethyl)pyrimidin-2-yl)piperazin-1-yl)propyl)azetidin-2-yl)-4-(trifluoromethyl)pyridazin-3(2H)-one